Cl.C1(CCCC1)OCCCN1CCC(CC1)N 1-(3-(cyclopentyloxy)propyl)piperidin-4-amine hydrochloride